C(C1=CC=CC=C1)OC1=CC=C(OC2=NS(C3=C2C=CC=C3)(=O)=O)C=C1 3-(4-(benzyloxy)phenoxy)benzo[d]isothiazole 1,1-dioxide